(1S,2S,4S)-2-amino-4-(trifluoromethoxy)cyclopentan-1-ol hydrochloride tert-butyl-[(1S,2S,4S)-2-hydroxy-4-(trifluoromethoxy)cyclopentyl]carbamate C(C)(C)(C)N(C(O)=O)[C@@H]1[C@H](C[C@H](C1)OC(F)(F)F)O.Cl.N[C@@H]1[C@H](C[C@H](C1)OC(F)(F)F)O